FC=1C=C(CC2=CC=C3CCN(CC3=C2)C(C=C)=O)C=CC1 1-(7-(3-fluorobenzyl)-3,4-dihydroisoquinolin-2(1H)-yl)prop-2-en-1-one